N-tetradecyl-N,N-dimethyl-amine oxide C(CCCCCCCCCCCCC)[N+](C)(C)[O-]